(2S)-2-methylamino-2-cyclobutaneN CNC=1CCC1